C(C)(C)(C)C1N2C(C3=CC4=C(C=C3C1)OCC(CO4)OC)=CC(C(=C2)C(=O)O)=O 6-(Tert-butyl)-11-methoxy-2-oxo-6,7,11,12-tetrahydro-2H,10H-[1,4]dioxepino[2,3-g]pyrido[2,1-a]isoquinoline-3-carboxylic acid